CS(=O)(=O)[O-].C(CCCCCCCCCCC)[N+]1=CC(=CC=C1)C 1-dodecyl-3-Methylpyridinium methanesulfonate